[1,2,4]triazolo[1,5-a][1,4]benzodiazepine N1C=NC=2N1C1=C(C=NC2)C=CC=C1